5-[1-(5-amino-2-pyridinyl)-3-ethyl-pyrazol-4-yl]-N-[3-chloro-4-[4-(1,1-dimethylpiperidin-1-ium-4-carbonyl)piperazine-1-carbonyl]phenyl]-1-methyl-imidazole-2-carboxamide NC=1C=CC(=NC1)N1N=C(C(=C1)C1=CN=C(N1C)C(=O)NC1=CC(=C(C=C1)C(=O)N1CCN(CC1)C(=O)C1CC[N+](CC1)(C)C)Cl)CC